(2E)-3-[4-[(trans,trans)-4'-pentyl[1,1'-bicyclohexyl]-4-yl]phenyl]-2-propenoic acid C(CCCC)C1CCC(CC1)C1CCC(CC1)C1=CC=C(C=C1)/C=C/C(=O)O